(2S)-3-(3-bromo-1-{[2-(trimethylsilyl)ethoxy]methyl}-1H-indazol-5-yl)-2-[(3R)-1-[(tert-butoxy)carbonyl]pyrrolidin-3-yl]propanoic acid BrC1=NN(C2=CC=C(C=C12)C[C@H](C(=O)O)[C@@H]1CN(CC1)C(=O)OC(C)(C)C)COCC[Si](C)(C)C